N-[2-(3-aminopropanoylamino)ethyl]-4-[[3-[4-(cyanomethoxy)-2,3-difluorophenyl]imidazo[1,2-a]pyrazin-8-yl]amino]-2-ethyl-benzamide formate C(=O)O.NCCC(=O)NCCNC(C1=C(C=C(C=C1)NC=1C=2N(C=CN1)C(=CN2)C2=C(C(=C(C=C2)OCC#N)F)F)CC)=O